N-[2,4-difluoro-3-[1-(1-methylpyrazol-3-yl)imidazo[1,5-a]pyridin-6-yl]phenyl]-5-fluoro-2-methoxypyridine-3-sulfonamide FC1=C(C=CC(=C1C=1C=CC=2N(C1)C=NC2C2=NN(C=C2)C)F)NS(=O)(=O)C=2C(=NC=C(C2)F)OC